3-methyl-1-pentene-4-yne CC(C=C)C#C